4-((1-(4-((2,6-dioxopiperidin-3-yl)amino)benzyl)piperidin-4-yl)ethynyl)-1-(((2S,3S,4S)-3-ethyl-4-fluoro-5-oxopyrrolidin-2-yl)methoxy)-7-methoxyisoquinoline-6-carboxamide O=C1NC(CCC1NC1=CC=C(CN2CCC(CC2)C#CC2=CN=C(C3=CC(=C(C=C23)C(=O)N)OC)OC[C@H]2NC([C@H]([C@H]2CC)F)=O)C=C1)=O